3-hydroxypropoxysulfonic acid OCCCOS(=O)(=O)O